C1=C2C=CC3=C4C5=C(C=CC4=CC=C3C2=CC=C1)C=CC=C5 benzo[c]chrysene